4-bromo-2-chloro-1-(1,1-difluoroethyl)benzene BrC1=CC(=C(C=C1)C(C)(F)F)Cl